FC1(CC(C1)SC1=CC=C2C(NN=C(C2=C1)CC=1C=CC(=C(C(=O)N2CCN(CC2)C2=NC=C(C#N)C=C2)C1)F)=O)F 6-(4-(5-((7-((3,3-difluorocyclobutyl)thio)-4-oxo-3,4-dihydrophthalazin-1-yl)methyl)-2-fluorobenzoyl)piperazin-1-yl)nicotinonitrile